pyrazolo[1,5-a]imidazol N=1C=2N(CC1)N=CC2